5,5-dimethyl-2-[p-(2-pyrimidinyloxy)benzoylamino]-3-hexenoic acid CC(C=CC(C(=O)O)NC(C1=CC=C(C=C1)OC1=NC=CC=N1)=O)(C)C